CSC1=NC=C2NC(N(C2=N1)C1CCOCC1)=O 2-(Methylthio)-9-(tetrahydro-2H-pyran-4-yl)-7,9-dihydro-8H-purin-8-one